BrC=1C=C2N=CC(NC2=CC1Cl)=O 6-bromo-7-chloroquinoxalin-2(1H)-one